FC1=CC=C(C=C1)N1C(=C(C2=C1C=C1C=NN(C1=C2)S(=O)(=O)C2=CC=C(C)C=C2)I)C(C)C 5-(4-fluorophenyl)-7-iodo-6-isopropyl-1-(p-toluenesulfonyl)pyrrolo[2,3-f]indazole